FC1=CC=C(C=C1)C=1C(=NN2C1C=C(C=C2)C(F)(F)F)NC(CC(C)(C)O)=O N-(3-(4-fluorophenyl)-5-(trifluoromethyl)pyrazolo[1,5-a]pyridin-2-yl)-3-hydroxy-3-methylbutanamide